5-bromo-2-iodo-3-hydroxypyridine BrC=1C=C(C(=NC1)I)O